(7R,14R)-1-(difluoromethoxy)-11-(3-(dimethylamino)prop-1-yn-1-yl)-6-(methyl-d3)-6,7-dihydro-7,14-methanobenzo[f]benzo[4,5]imidazo[1,2-a][1,4]diazocin-5(14H)-one FC(OC1=CC=CC=2C(N([C@H]3C=4N([C@@H](C21)C3)C3=C(N4)C=CC(=C3)C#CCN(C)C)C([2H])([2H])[2H])=O)F